4-azobenzenesulfonic acid C1=CC=C(C=C1)N=NC2=CC=C(C=C2)S(=O)(=O)O